7-bromo-1-cyclopentyl-2-methylquinolin-4(1H)-one BrC1=CC=C2C(C=C(N(C2=C1)C1CCCC1)C)=O